FC(OC1=CC=C(C=C1)N1N=NC=C1)(F)F 1-(4-(trifluoromethoxy)phenyl)-1H-1,2,3-triazole